COCCC(C)C (R)-1-methoxy-3-methylbutan